(R)-4-(2-(1-((5-bromo-2-nitropyridin-3-yl)oxy)ethyl)-4-fluorophenyl)-5-((1-ethyl-1H-pyrazol-4-yl)methyl)oxazole BrC=1C=C(C(=NC1)[N+](=O)[O-])O[C@H](C)C1=C(C=CC(=C1)F)C=1N=COC1CC=1C=NN(C1)CC